OCC[Si](OC)(CCCN)CCO bis(2-hydroxyethyl)-3-aminopropyl-methoxysilane